N=1C=NN2C1C=CC(=C2)C2=CNC=1N=C(N=C(C12)OC)NC1CCC2(CCO2)CC1 5-([1,2,4]triazolo[1,5-a]pyridin-6-yl)-4-methoxy-N-((4r,7r)-1-oxaspiro[3.5]nonan-7-yl)-7H-pyrrolo[2,3-d]pyrimidin-2-amine